C(C)N1CC2(CN(C2)C=2C=CC(=NC2)NC2=NC=C(C(=N2)C=2C=C3C4(CN(C(C3=CC2)=O)C)CCC4)F)C1 6'-(2-((5-(6-Ethyl-2,6-diazaspiro[3.3]heptan-2-yl)pyridin-2-yl)amino)-5-fluoropyrimidin-4-yl)-2'-methyl-2',3'-dihydro-1'H-spiro[cyclobutane-1,4'-isoquinolin]-1'-one